[Ca+2].C(C1=CC=CC=C1)OCCS(=O)[O-].C(C1=CC=CC=C1)OCCS(=O)[O-] 2-(benzyloxy)ethane-1-sulfinic acid calcium salt